C(C1=CC=CC=C1)(=O)OC(=O)C1=CC=C(C=C1)CCO 2-(4-benzoyloxycarbonylphenyl)ethanol